[Rh].[Pt] platinum rhodium